2,4-difluoro-6-(5-(p-toluenesulfonyloxy)pentyl)benzoic acid tert-butyl ester C(C)(C)(C)OC(C1=C(C=C(C=C1CCCCCOS(=O)(=O)C1=CC=C(C)C=C1)F)F)=O